NCC#CC1=C(C(=O)OC)C=CC(=C1)NCCCCNC(C[C@H]1C=2N(C3=C(C(=N1)C1=CC=C(C=C1)Cl)C(=C(S3)C)C)C(=NN2)C)=O methyl (S)-2-(3-aminoprop-1-yn-1-yl)-4-((4-(2-(4-(4-chlorophenyl)-2,3,9-trimethyl-6H-thieno[3,2-f][1,2,4]triazolo[4,3-a][1,4]diazepin-6-yl)acetamido)butyl)amino)benzoate